[Si](C)(C)(C(C)(C)C)OCC1N(CCN1C(C(C)(C)F)=O)C(=O)N([C@@H](C(C)C)C(=O)OCC1=CC=CC=C1)C benzyl N-(2-(((tert-butyldimethylsilyl)oxy)methyl)-3-(2-fluoro-2-methylpropanoyl)imidazolidine-1-carbonyl)-N-methyl-L-valinate